NC=1C(=C2CC(CC2=C(C1NCCNC(=O)OC(C)(C)C)F)C(=O)OC)F methyl 5-amino-6-[2-(tert-butoxycarbonylamino)ethylamino]-4,7-difluoro-indane-2-carboxylate